C(=O)O.F[C@H]1[C@@H](CNC1)NC(=O)C1=CC=C(C=C1)C1=CC=CC=C1 trans-N-(4-fluoropyrrolidin-3-yl)-[1,1'-biphenyl]-4-carboxamide formate